6-(6-aminopyridin-3-yl)-5-((dimethylamino)methyl)-3-(2-fluoro-3-methoxyphenyl)-1-(2-fluoro-6-(trifluoromethyl)benzyl)thieno[2,3-d]pyrimidine-2,4(1h,3h)-dione NC1=CC=C(C=N1)C1=C(C2=C(N(C(N(C2=O)C2=C(C(=CC=C2)OC)F)=O)CC2=C(C=CC=C2C(F)(F)F)F)S1)CN(C)C